2-(2-chloro-5-nitrobenzyl)-3-methyl-naphthalene-1,4-dione ClC1=C(CC=2C(C3=CC=CC=C3C(C2C)=O)=O)C=C(C=C1)[N+](=O)[O-]